(S)-4-methyl-2-(3-(3-(5-methyl-1,2,4-oxadiazol-3-yl)benzoylamino)-6-(methylamino)hexanamido)thiazole-5-carboxylic acid isopropyl ester C(C)(C)OC(=O)C1=C(N=C(S1)NC(C[C@H](CCCNC)NC(C1=CC(=CC=C1)C1=NOC(=N1)C)=O)=O)C